FC(C1=C(C=NC=C1)C(=O)NC1=CC=C(C=C1)N1C2=C(NC(CC1=O)=O)C1=CC=CC=C1C=C2)(F)F 5-[4-[[4-(trifluoromethyl)pyridin-3-yl]carbonylamino]phenyl]-1H-naphtho[1,2-b][1,4]diazepine-2,4(3H,5H)-dione